(1S,2S)-N-(6-(7-(cyclopropyl(formamido)methyl)-6-fluoro-5-(trifluoromethyl)-1H-indazol-4-yl)imidazo[1,2-a]pyrazin-2-yl)-2-fluorocyclopropane-1-carboxamide C1(CC1)C(C=1C(=C(C(=C2C=NNC12)C=1N=CC=2N(C1)C=C(N2)NC(=O)[C@H]2[C@H](C2)F)C(F)(F)F)F)NC=O